(1R,5S,6r)-3-(2,4-dichloro-3-((1,4-dimethyl-6-(trifluoromethyl)-1H-benzo[d]imidazol-2-yl)methyl)benzoyl)-3-azabicyclo[3.1.0]hexane-6-carboxylic acid ClC1=C(C(=O)N2C[C@H]3C([C@H]3C2)C(=O)O)C=CC(=C1CC1=NC2=C(N1C)C=C(C=C2C)C(F)(F)F)Cl